N=1N=C(N2C1CNCC2)C(=O)OCC ethyl 5,6,7,8-tetrahydro-[1,2,4]triazolo[4,3-a]pyrazine-3-carboxylate